C1(CCCC1)N1C=CC2=CC=C(C=C12)NS(=O)(=O)CC N-(1-cyclopentyl-1H-indol-6-yl)ethanesulfonamide